2,3-dimethoxy-1,4-naphthoquinone COC=1C(C2=CC=CC=C2C(C1OC)=O)=O